(3-((3,5-dimethoxybenzyl)oxy)phenyl)boric acid COC=1C=C(COC=2C=C(C=CC2)OB(O)O)C=C(C1)OC